N-(3-amino-1,1-dimethyl-propyl)-4-[[2-(5-chloro-2-hydroxy-phenyl)acetyl]amino]pyridine-2-carboxamide 4-oxopentylglycolate O=C(CCCC(C(=O)O)O)C.NCCC(C)(C)NC(=O)C1=NC=CC(=C1)NC(CC1=C(C=CC(=C1)Cl)O)=O